Ethyl 2-(2,6-dichloro-4-((4-(4-(trifluoromethyl) benzyl) piperazin-1-yl) methyl) phenoxy)-2-methylpropionate ClC1=C(OC(C(=O)OCC)(C)C)C(=CC(=C1)CN1CCN(CC1)CC1=CC=C(C=C1)C(F)(F)F)Cl